2-[(4-chlorophenyl)methyl]-4,4,5,5-tetramethyl-1,3,2-dioxaborolane ClC1=CC=C(C=C1)CB1OC(C(O1)(C)C)(C)C